[Ce+3].[O-2].[Ce+4] cerium(IV) oxide cerium